7-[(3S)-3-methylpiperazin-1-yl]-2-(6-methylpyrazolo[1,5-a]pyrazin-2-yl)-4H-pyrido[1,2-a]pyrimidin-4-one C[C@H]1CN(CCN1)C=1C=CC=2N(C(C=C(N2)C2=NN3C(C=NC(=C3)C)=C2)=O)C1